6,8-dichloro-octanoic acid ethyl ester C(C)OC(CCCCC(CCCl)Cl)=O